C(C)OCC1(CCN(CC1)CC1=CC=C(C=C1)CC(C)=O)CCC1=CC=CC=C1 1-(4-((4-(ethoxymethyl)-4-phenethyl-piperidin-1-yl)methyl)phenyl)propan-2-one